C1(CCC1)OC1=C(C(C(=CC=C1)F)=O)O 3-cyclobutoxy-7-fluoro-2-hydroxycyclohepta-2,4,6-trien-1-one